N1-((S)-1-oxo-1-(((S)-3-oxo-1-((S)-2-oxopyrrolidin-3-yl)-4-(2,3,5,6-tetrafluorophenoxy)butan-2-yl)amino)-3-(pyridin-2-yl)propan-2-yl)-N2-(o-tolyl)oxalamide O=C([C@H](CC1=NC=CC=C1)NC(C(=O)NC1=C(C=CC=C1)C)=O)N[C@@H](C[C@H]1C(NCC1)=O)C(COC1=C(C(=CC(=C1F)F)F)F)=O